FC1(C=C(C1)B1OC(C(O1)(C)C)(C)C)F 2-(3,3-difluorocyclobut-1-en-1-yl)-4,4,5,5-tetramethyl-1,3,2-dioxaborolane